8-bromo-7-chloro-6-(3-fluoro-2-pyridinyl)-4-methyl-4H-[1,2,4]triazolo[1,5-a][1,4]benzodiazepine BrC=1C=CC2=C(C(=NC(C=3N2N=CN3)C)C3=NC=CC=C3F)C1Cl